(4-chlorophenyl)-2,5-dimethylhex-2-en-1-ylethanesulfonate ClC1=CC=C(C=C1)C(C)(S(=O)(=O)[O-])CC(=CCC(C)C)C